FC=1C=C(OC2=C3CC([C@H](C3=C(C=C2)SC(C)C)OCOCC)(F)F)C=C(C1)F (1S)-4-(3,5-difluorophenoxy)-1-(ethoxymethoxy)-2,2-difluoro-7-isopropylsulfanyl-indane